CC1(C(C=C(C=C1)C1=CC(=C(N)C(=C1)C)C)C)N 4,3,3',5'-Tetramethylbenzidine